N-(4-(2-(Pyrido[3,4-b]pyrazin-5-ylamino)ethyl)phenyl)methansulfonamid N1=C2C(=NC=C1)C(=NC=C2)NCCC2=CC=C(C=C2)NS(=O)(=O)C